[(1S)-2-[4-[1-(2,6-dioxo-3-piperidyl)-3-methyl-2-oxo-benzimidazol-5-yl]-1-piperidyl]-1-methyl-ethyl] 4-aminocyclohexanecarboxylate NC1CCC(CC1)C(=O)O[C@H](CN1CCC(CC1)C1=CC2=C(N(C(N2C)=O)C2C(NC(CC2)=O)=O)C=C1)C